tert-butyl (1-(3-bromo-5-(cyano(2-(cyclohex-1-en-1-yl)ethyl)carbamoyl)phenyl)ethyl)carbamate BrC=1C=C(C=C(C1)C(N(CCC1=CCCCC1)C#N)=O)C(C)NC(OC(C)(C)C)=O